N-(tert-butoxycarbonyl)-N-{4-[7-(1,4-dioxan-2-ylmethyl)-4-oxo-1h,5h,6h,7h-pyrrolo[3,2-c]Pyridin-2-yl]Pyrimidin-2-yl}carbamic acid tert-butyl ester C(C)(C)(C)OC(N(C1=NC=CC(=N1)C1=CC=2C(NCC(C2N1)CC1OCCOC1)=O)C(=O)OC(C)(C)C)=O